BrC=1C=CC2=C(C(CO2)N)C1 5-bromo-2,3-dihydrobenzofuran-3-amine